NC1C2=C(N(C(=C2CCC1)C(=O)NC1=CC(=C(C=C1)F)Cl)C)Cl 4-Amino-3-chloro-N-(3-chloro-4-fluorophenyl)-2-methyl-4,5,6,7-tetrahydro-2H-isoindole-1-carboxamide